C(C=C)(=O)N1C(CN(CC1)C=1N=C2C(=NC1)NC=C2C(=O)N[C@@H](COC)C2=CC=CC=C2)(C)C 2-(4-acryloyl-3,3-dimethylpiperazin-1-yl)-N-[(1R)-2-methoxy-1-phenylethyl]-5H-pyrrolo[2,3-b]pyrazine-7-carboxamide